N-[3-[4-[3-[benzyl(methyl)amino]propyl]piperazin-1-yl]propyl]-4-[[(7R)-8-cyclopentyl-7-ethyl-5-methyl-6-oxo-7H-pteridin-2-yl]amino]-3-methoxy-benzamide C(C1=CC=CC=C1)N(CCCN1CCN(CC1)CCCNC(C1=CC(=C(C=C1)NC1=NC=2N([C@@H](C(N(C2C=N1)C)=O)CC)C1CCCC1)OC)=O)C